Methyl 6-(2,4-difluorophenyl)-5-oxo-6,7,8,9-tetrahydro-5H-benzo[7]annulene-2-carboxylate Argon [Ar].FC1=C(C=CC(=C1)F)C1C(C2=C(CCC1)C=C(C=C2)C(=O)OC)=O